(2S,4R)-1-(2-(3-acetyl-5-(2-(2-methoxy-ethylamino)pyrimidin-5-yl)-1H-indol-1-yl)acetyl)-N-(2'-chloro-2-fluorobiphenyl-3-yl)-4-fluoropyrrolidine-2-carboxamide C(C)(=O)C1=CN(C2=CC=C(C=C12)C=1C=NC(=NC1)NCCOC)CC(=O)N1[C@@H](C[C@H](C1)F)C(=O)NC=1C(=C(C=CC1)C1=C(C=CC=C1)Cl)F